2-methyl-9,10-bis(isopentyloxy)anthracene CC1=CC2=C(C3=CC=CC=C3C(=C2C=C1)OCCC(C)C)OCCC(C)C